ClC=1C(=NC(=NC1)N(C1CCOCC1)CC1=C(C=C(C=C1)OC)OC)C1=CC=C2CN(C(C2=C1)=O)CC1=NOC(=C1)C 6-(5-chloro-2-{[(2,4-dimethoxyphenyl)methyl](oxan-4-yl)amino}pyrimidin-4-yl)-2-[(5-methyl-1,2-oxazol-3-yl)methyl]-2,3-dihydro-1H-isoindol-1-one